FC1=C(C(=C(C(=C1[B-](C1=C(C(=C(C(=C1F)F)F)F)F)(C1=C(C(=C(C(=C1F)F)F)F)F)C1=C(C(=C(C(=C1F)F)F)F)F)F)F)F)F.C[NH+](CCCCCCCCCCCCC)C1=CC=C(C=C1)OCCCCCCCCCCCCC N-methyl-N-tridecyl-4-(tridecyloxy)phenylammonium tetrakis(pentafluorophenyl)borate